ClC=1C(=NC=C(C1)C#CC1=CC=CC=C1)N1CCNCC1 1-[3-chloro-5-(2-phenylethynyl)-2-pyridyl]piperazine